C(C1CO1)OCCC[Si](OCC)(OCC)C 3-glycidoxypropyl-(methyl)(diethoxy)silane